ClC1=NC=2C=CC=CC2C=2N1N=C(N2)C2=C(C=CC=C2)C(F)(F)F 5-Chloro-2-[2-(trifluoromethyl)phenyl][1,2,4]triazolo[1,5-c]quinazoline